COC1=C(C(=O)NCC2=CC=C(C=C2)C2=NN3C(NC4=C(CC3)C=CC=C4)=C2C(=O)N)C=CC=C1 2-(4-((2-methoxybenzamido)methyl)phenyl)-9,10-dihydro-4H-benzo[d]pyrazolo[1,5-a][1,3]diazepine-3-carboxamide